C(C)(C)(C)C1=CC(=NO1)N1C(N(CC1O)C)=O 3-(5-tert-butyl-1,2-oxazol-3-yl)-4-hydroxy-1-methylimidazolin-2-one